C(C)(C)OC=1C=C(C=C)C=CC1OC 3-isopropoxy-4-methoxystyrene